((2-(trimethylsilyl)ethoxy)methyl)-1H-imidazole-4-sulfonamide C[Si](CCOCN1C=NC(=C1)S(=O)(=O)N)(C)C